dihydroaniline NC1CC=CC=C1